5-((R)-1-hydroxy-2,6,6-trimethyl-4-oxocyclohex-2-en-1-yl)-3-methylpentane-2,4-dienoic acid O[C@]1(C(=CC(CC1(C)C)=O)C)C=CC(=CC(=O)O)C